C1=CC=CC=2C3=CC=CC=C3C(C12)COC(=O)N[C@H](C(=O)N[C@H](C(=O)O)CCC(C)(C)C)[C@H](CC)C (S)-2-((2S,3S)-2-((((9H-Fluoren-9-yl)methoxy)carbonyl)amino)-3-methylpentanamido)-5,5-dimethylhexanoic acid